C1(CCC(CC1)C(=O)OCCCCCCCC(C)C)C(=O)OCCCCCCCC(C)C Diisodecyl cyclohexane-1,4-dicarboxylate